Ethyl-((3-(1-methyl-1H-pyrazol-4-yl) quinolin-6-yl) oxy) methanesulfonate CS(=O)(=O)OOC=1C=C2C=C(C(=NC2=CC1)CC)C=1C=NN(C1)C